tris(perfluoroethanesulfonyl)carbon FC(C(F)(F)F)(S(=O)(=O)[C](S(=O)(=O)C(C(F)(F)F)(F)F)S(=O)(=O)C(C(F)(F)F)(F)F)F